P(=O)([O-])(O)O.C(C(=O)O)(=O)O.C(C(=O)O)(=O)O.C(C(=O)O)(=O)O.[Na+] sodium trioxalate phosphate